methyl-(2R,7aR)-2-fluoro-6-methyltetrahydro-1H-pyrrolizine CC1[C@H](CN2CC(C=C12)C)F